CC1=CC(=NC=N1)C1=CC(=NN1)C(=O)N1C2(CC2)C[C@H](CC1)C(=O)O (7S)-4-(5-(6-methylpyrimidin-4-yl)-1H-pyrazole-3-carbonyl)-4-azaspiro[2.5]Octane-7-carboxylic acid